4-(4'-fluorophenyl)oxazolin-2-one-5,5-d2 tert-butyl-4-(1H-indole-2-carbonyl)piperazine-1-carboxylate C(C)(C)(C)OC(=O)N1CCN(CC1)C(=O)C=1NC2=CC=CC=C2C1.FC1=CC=C(C=C1)C1=NC(OC1([2H])[2H])=O